NC1=C(C=2C(=NC=C(C2S1)F)C=1C2=C(C=3C=NC(=NC3C1F)N1C[C@H](CC1)N1CC(C1)N(C)C)COC2)C#N 2-Amino-4-(3-((S)-3-(3-(dimethylamino)azetidin-1-yl)pyrrolidin-1-yl)-5-fluoro-7,9-dihydrofuro[3,4-f]quinazolin-6-yl)-7-fluorothieno[3,2-c]pyridine-3-carbonitrile